(1S,3S,4R)-2-(tert-Butoxycarbonyl)-5-methylene-2-azabicyclo[2.2.1]heptane-3-carboxylic acid C(C)(C)(C)OC(=O)N1[C@@H]2CC([C@H]([C@H]1C(=O)O)C2)=C